Cl.COC=1C=C2CCN(CC2=CC1NC1=NC=C2C(=N1)N(N=C2)C[C@@H]2CC[C@H](CC2)O)C (trans)-4-((6-((6-methoxy-2-methyl-1,2,3,4-tetrahydroisoquinolin-7-yl)amino)-1H-pyrazolo[3,4-d]pyrimidin-1-yl)methyl)cyclohexan-1-ol hydrochloride